ClC1=CC=C(C(=N1)S(=O)(=O)N)N[C@H](C)C=1C=C(C=C2C(C(=C(OC12)C1=CC=CC=C1)C)=O)C 6-Chloro-3-[[(1R)-1-(3,6-dimethyl-4-oxo-2-phenyl-chromen-8-yl)ethyl]amino]pyridine-2-sulfonamide